oct-2-ynoate C(C#CCCCCC)(=O)[O-]